BrC=1C=C(C=CC1)S(=O)(=O)N1C2=C(O[C@H](C1)C13CCC(CC1)(C3)C(=O)O)C=CC(=C2)C2=CC(=CC(=C2)F)OC(F)F 4-((S)-4-((3-bromophenyl)sulfonyl)-6-(3-(difluoromethoxy)-5-fluorophenyl)-3,4-dihydro-2H-benzo[b][1,4]oxazin-2-yl)bicyclo[2.2.1]heptane-1-carboxylic acid